CC(C(=O)[O-])(CC(CC(CCCC(=O)[O-])(C)C)N1CCCCC1)C 2,2,6,6-tetramethyl-4-piperidinyl-sebacate